tert-butyl-5-(cyclopropyl-ethynyl)-2-(4,4-difluoropiperidin-1-yl)-6-(trifluoromethyl)nicotinic acid C(C)(C)(C)C1=C(C(=NC(=C1C(=O)O)N1CCC(CC1)(F)F)C(F)(F)F)C#CC1CC1